methyl 3-(2,6-dichloropyridin-3-yl)-2-methylpropanoate ClC1=NC(=CC=C1CC(C(=O)OC)C)Cl